FC1(CN(CC1)C1=C(C=C(C=N1)COC1=CC=2C3=C(NC2C=C1)C(CC3)CC(=O)O)C(F)(F)F)F 2-(7-((6-(3,3-difluoropyrrolidin-1-yl)-5-(trifluoromethyl)pyridin-3-yl)methoxy)-1,2,3,4-tetrahydrocyclopenta[b]indol-3-yl)acetic acid